C(C)(=O)C1=NN(C2=CC=C(C=C12)C=1C=NC(=NC1)C)CC(=O)N1[C@@H](C[C@H](C1)F)C(=O)NC=1SC=C(N1)CC(F)(F)F (2S,4R)-1-(2-(3-Acetyl-5-(2-methylpyrimidin-5-yl)-1H-indazol-yl)acetyl)-4-fluoro-N-(4-(2,2,2-trifluoroethyl)thiazol-2-yl)pyrrolidine-2-carboxamide